C(C)C1C2CCC(C1(CO)CO)C2 2-Ethyl-3,3-norbornandimethanol